((2,6-Dimethylpyrimidin-4-yl)amino)-N-ethoxy-4-((4-ethoxy-2-(N-methylmethylsulfonamido)phenyl)amino)nicotinamide CC1=NC(=CC(=N1)NC1=C(C(=O)NOCC)C(=CC=N1)NC1=C(C=C(C=C1)OCC)N(S(=O)(=O)C)C)C